COC(=O)N1CCC(CC1)N1N=CC(=C1)C1=NNC=2C1=NC(=C(C2)OC)C2=C1CCCC1=CC=C2 4-(4-(5-(2,3-dihydro-1H-inden-4-yl)-6-methoxy-1H-pyrazolo[4,3-b]pyridin-3-yl)-1H-pyrazol-1-yl)piperidine-1-carboxylic acid methyl ester